methyl 3-[3,5-dichloro-4-[2-(3-hydroxypropoxy)ethoxy]phenyl]propanoate ClC=1C=C(C=C(C1OCCOCCCO)Cl)CCC(=O)OC